N-[(4-methoxyphenyl)methyl]-N-methyl-prop-2-yn-1-amine COC1=CC=C(C=C1)CN(CC#C)C